C1(CC1)N1N=CC(=C1)NC1=NC=C(C(=N1)NC1=CC=C2C=NN(C2=C1OC([2H])([2H])[2H])CC)C(=O)NC([2H])([2H])[2H] 2-((1-Cyclopropyl-1H-pyrazol-4-yl)amino)-4-((1-ethyl-7-(methoxy-d3)-1H-indazol-6-yl)amino)-N-(methyl-d3)pyrimidine-5-carboxamide